FC(C(F)(F)F)(C(C(F)(F)F)(F)F)I perfluoro-sec-butyl Iodide